N1CCC(CC1)C1=CC(=NO1)C(=O)OCC ethyl 5-(piperidin-4-yl)isoxazole-3-carboxylate